BrC=1C=C2C(=NC1)N=C(N2CCOC)CCl 6-bromo-2-(chloromethyl)-1-(2-methoxyethyl)-1H-imidazo[4,5-b]pyridine